BrC1=CC(=C(C(=O)NC2=CC=CC=C2)C=C1)OCCN(C)C 4-bromo-2-(2-(dimethylamino)ethoxy)-N-phenylbenzamide